N-(2-(trans-2,6-dimethylmorpholino)ethyl)-6-methyl-5-((1-methyl-6-((1-methyl-1H-pyrazol-4-yl)amino)-1H-pyrazolo[3,4-d]pyrimidin-3-yl)amino)nicotinamid C[C@@H]1O[C@H](CN(C1)CCNC(C1=CN=C(C(=C1)NC1=NN(C2=NC(=NC=C21)NC=2C=NN(C2)C)C)C)=O)C